IC1=C(C=CC=C1)[C@H]1[C@@H](OC2(O1)CCCCC2)CO ((2S,3S)-3-(2-iodophenyl)-1,4-dioxaspiro[4.5]dec-2-yl)methanol